bis(6-(trifluoromethyl)-1H-benzo[d][1,2,3]triazol-1-yl) carbonate C(ON1N=NC2=C1C=C(C=C2)C(F)(F)F)(ON2N=NC1=C2C=C(C=C1)C(F)(F)F)=O